C(#N)C1=C(OC2=CC=C3N=CC(=NC3=C2)OCC2(CCN(CC2)C(=O)OC(C)(C)C)F)C(=CC=C1NS(N(C)CC)(=O)=O)F tertbutyl 4-[[7-[2-cyano-3-[[ethyl(methyl)sulfamoyl]amino]-6-fluoro-phenoxy]quinoxalin-2-yl]oxymethyl]-4-fluoro-piperidine-1-carboxylate